N1(CCNCC1)C=1N=CC=NC1 5-(piperazin-1-yl)pyrazin